C1=CCOS1(=O)=O propenesultone